FC=1C(=NC(=NC1)NC1=CC=C(C=C1)N1CCN(CC1)C)NC1=C(C=CC=C1C)NC(C=C)=O N-(2-((5-fluoro-2-((4-(4-methylpiperazin-1-yl)phenyl)amino)pyrimidin-4-yl)amino)-3-methylphenyl)acrylamide